NC1=NC=NN2C1=CC=C2C2[C@](O)([C@](O)([C@H](O2)COCC2=CC=CC=C2)CC2(CC=CC=C2)C)CC2=CC=CC=C2 4-Amino-7-(1'-methyl-2',3',5'-O-tribenzyl-α,β-D-ribofuranosyl)pyrrolo[2,1-f][1,2,4]triazine